ClC=1N=C2C(=NC1C1=C(C=CC(=C1)C(F)F)S(=O)(=O)N)N(C(=N2)C2=NC(=CC=C2)OCC)C2=C(C=CC=C2OC)OC (5-chloro-1-(2,6-dimethoxyphenyl)-2-(6-ethoxypyridin-2-yl)-1H-imidazo[4,5-b]pyrazin-6-yl)-4-(difluoromethyl)benzenesulfonamide